methyl (6-(benzyloxy)thieno[2,3-c][1,2,4]triazolo[1,5-a]pyridine-5-carbonyl)glycinate C(C1=CC=CC=C1)OC=1C2=C(C=3N(C1C(=O)NCC(=O)OC)N=CN3)SC=C2